[4-(5-bromo-3-pyridinyl)phenyl]pyrrolidin-2-one BrC=1C=C(C=NC1)C1=CC=C(C=C1)N1C(CCC1)=O